The molecule is an alpha-amino-acid anion that is the conjugate base of N-acetylalliin, obtained by deprotonation of the carboxy group; major species at pH 7.3. It is a conjugate base of a N-acetylalliin. CC(=O)N[C@@H](C[S@@](=O)CC=C)C(=O)[O-]